phenyl-diphenylamin C1(=CC=CC=C1)N(C1=CC=CC=C1)C1=CC=CC=C1